C(C)(C)(C)NC1=C(C=CC=C1)NC(C)(C)C N,N'-di-tert-butyl-phenylenediamine